ClC1=CC=C(C=C1)CC=1C(=CNC1)S(=O)(=O)NC1=C(C=C(C=C1)C#N)F 4-[(4-chlorophenyl)methyl]-N-(4-cyano-2-fluoro-phenyl)-1H-pyrrole-3-sulfonamide